BrC1=CN(C=2N=CN=C(C21)NCC2=NN(C=C2)C2CCN(CC2)C(=O)OC(C)(C)C)S(=O)(=O)C2=CC=C(C)C=C2 Tert-butyl 4-(3-(((5-bromo-7-tosyl-7H-pyrrolo[2,3-d]pyrimidin-4-yl)amino)methyl)-1H-pyrazol-1-yl)piperidine-1-carboxylate